N1CCC(CC1)N1N=C(C=C1)C=1N=C2N(C(=CN=C2N)C=2C=C(C=CC2)C)C1 (1-(piperidin-4-yl)-1H-pyrazol-3-yl)-5-(m-tolyl)imidazo[1,2-a]pyrazin-8-amine